6,7-dihydrothieno[3,2-b]pyridin-5(4H)-one S1C=CC=2NC(CCC21)=O